C[C@H]1N(C[C@H](C1)COC=1C=NC(=C(C1)C)S(=O)(=O)C)C(=O)OC(C)(C)C (2R,4S)-tert-butyl 2-methyl-4-(((5-methyl-6-(methylsulfonyl)pyridin-3-yl)oxy)methyl)pyrrolidine-1-carboxylate